monomethyl azide CN=[N+]=[N-]